Dimethyl (5-(4-methoxyphenyl)-1,3,4-oxadiazol-2-yl)carbonimidodithioate COC1=CC=C(C=C1)C1=NN=C(O1)N=C(SC)SC